FC(C(O)C=1C=C(C2=C(N=C(O2)N2CC3N(C(C2)C3)C(=O)OC(C)(C)C)C1OC(F)(F)F)C=1N=CSC1)F racemic-tert-butyl 3-(5-(2,2-difluoro-1-hydroxyethyl)-7-(thiazol-4-yl)-4-(trifluoromethoxy)benzo[d]oxazol-2-yl)-3,6-diazabicyclo[3.1.1]heptane-6-carboxylate